FC(C1=CC(=NN1)C=O)(F)F (5-(trifluoromethyl)-1H-pyrazol-3-yl)-methanone